N-[1-(cyclobutylmethyl)-1H-pyrazol-4-yl]-6-(1-methyl-1H-pyrazol-3-yl)pyridine-2-carboxamide C1(CCC1)CN1N=CC(=C1)NC(=O)C1=NC(=CC=C1)C1=NN(C=C1)C